Cl.NC1CC2CCC(C1)N2C2=CN=C1C(=N2)NC=C1C=1C(=C2C=CN(C(C2=CC1)=O)C)Cl 6-{3-[endo-3-amino-8-azabicyclo[3.2.1]octan-8-yl]-5H-pyrrolo[2,3-b]pyrazin-7-yl}-5-chloro-2-methyl-1,2-dihydroisoquinolin-1-one, hydrochloride salt